C(C)(C)(C)OC(=O)N1CCC(CC1)N(C1=NC(=NC(=C1C(=O)OCC)C#N)S(=O)(=O)C)C ethyl 4-[(1-tert-butoxycarbonyl-4-piperidyl)-methyl-amino]-6-cyano-2-methylsulfonyl-pyrimidine-5-carboxylate